ClC(C(=O)N(NC(=O)C=1C(=NC=CN1)C(C)NC(C1=CC(=CC(=C1)C(F)(F)F)C(F)(F)F)=O)CC1=CC=C(C=C1)OC)(C)C N-(1-(3-(2-(2-chloro-2-methylpropanoyl)-2-(4-methoxybenzyl)hydrazine-1-carbonyl)pyrazin-2-yl)ethyl)-3,5-bis(trifluoromethyl)benzamide